ClC=1C(=NC(=NC1)NC1CCOCC1)C1=CC=C2CN(C(C2=C1)=O)[C@@H](C(=O)N[C@H](C)C1=CC(=C(C=C1)F)OC)CO (2R)-2-(6-{5-chloro-2-[(oxan-4-yl)amino]pyrimidin-4-yl}-1-oxo-2,3-dihydro-1H-isoindol-2-yl)-N-[(1R)-1-(4-fluoro-3-methoxyphenyl)ethyl]-3-hydroxypropanamide